2-((7-Methyl-quinolin-6-yl)amino)-4-(1-methylpiperidin-4-yl)-8,9-dihydro-7H-pyrido[1,2,3-gh]purin-5(4H)-one CC1=C(C=C2C=CC=NC2=C1)NC1=NC2=C3N(C(N(C3=N1)C1CCN(CC1)C)=O)CCC2